3-[(2R)-1,4-dioxan-2-ylmethoxy]-5-(5-methyl-1,3-thiazol-2-yl)-N-{(1R)-1-[6-(trifluoromethyl)pyridin-3-yl]ethyl}benzamide O1[C@H](COCC1)COC=1C=C(C(=O)N[C@H](C)C=2C=NC(=CC2)C(F)(F)F)C=C(C1)C=1SC(=CN1)C